[(Z)-hex-3-enyl]formate C(C\C=C/CC)C(=O)[O-]